(4-((5-chloro-4-(trifluoromethyl)pyridin-2-yl)carbamoyl)-2-fluorophenyl)boronic acid ClC=1C(=CC(=NC1)NC(=O)C1=CC(=C(C=C1)B(O)O)F)C(F)(F)F